NC1=C(C2=C(S1)C=CC(=C2C=2C1=C(C=3C=NC(=NC3C2Cl)N2C[C@H]([C@H](C2)O)N(C)C)COC1)F)C#N 2-Amino-4-(5-chloro-3-((3R,4S)-3-(dimethylamino)-4-hydroxypyrrolidin-1-yl)-7,9-dihydrofuro[3,4-f]quinazolin-6-yl)-5-fluorobenzo[b]thiophene-3-carbonitrile